C(C)(C)(CC(C)(C)C)C1=C(C(=CC(=C1)C(C)(C)CC(C)(C)C)C(C)(C)CC(C)(C)C)O 2,4,6-tri-tert-octylphenol